BrC1=C(N=C(S1)N)C=1SC(=C(C1)Cl)Br 5-bromo-4-(5-bromo-4-chlorothien-2-yl)thiazol-2-ylamine